2-butyloctan C(CCC)C(C)CCCCCC